FC1=NC(=CC=C1C1=NN2C(O[C@@H](CC2)C)=C1C(=O)OCC)N1[C@@H]2CO[C@H](C1)C2 Ethyl (5R)-2-[2-fluoro-6-[(1S,4S)-2-oxa-5-azabicyclo[2.2.1]heptan-5-yl]pyridin-3-yl]-5-methyl-6,7-dihydro-5H-pyrazolo[5,1-b][1,3]oxazine-3-carboxylate